6-(4-chloro-3-isopropyl-3H-imidazo[4,5-c]pyridin-6-yl)-1-((1s,3s)-3-(3-(difluoromethyl)pyrrolidin-1-yl)cyclobutyl)-3,3-dimethylindolin-2-one ClC1=NC(=CC2=C1N(C=N2)C(C)C)C2=CC=C1C(C(N(C1=C2)C2CC(C2)N2C[C@H](CC2)C(F)F)=O)(C)C